BrC(C(OC=1C(=C(N(N1)C)N1N=CC(=C1)C=1C=CC(=C(C(=O)NC2CC2)C1)Cl)C)(F)F)Cl 5-[1-[5-(2-bromo-2-chloro-1,1-difluoro-ethoxy)-2,4-dimethyl-pyrazol-3-yl]pyrazol-4-yl]-2-chloro-N-cyclopropyl-benzamide